3-(2-chlorophenyl)-5-methyl-isoxazol ClC1=C(C=CC=C1)C1=NOC(=C1)C